(3R)-3-({(1S)-2-[4,6-bis(trifluoromethyl)-1,3,5-triazin-2-yl]-6-chloro-2,3,4,9-tetrahydro-1H-pyrido[3,4-b]indol-1-yl}methyl)-1-methylpiperidin-2-one FC(C1=NC(=NC(=N1)C(F)(F)F)N1[C@H](C=2NC3=CC=C(C=C3C2CC1)Cl)C[C@@H]1C(N(CCC1)C)=O)(F)F